O=C(CCC(C(=O)N)NC(=O)C=1N=NSC1)C(=O)N 5-oxo-2-(1,2,3-thiadiazole-4-carboxamido)hexanediamide